CC(C=O)(CC1=CC=CC=C1)C α,α-dimethylbenzenepropanal